The molecule is a mixture consisting principally of the mineral kaolinite and containing varying amounts of other minerals such as muscovite, quartz, feldspar, and anatase. Also known as china clay, kaolin is a soft white clay that is an essential ingredient in the manufacture of china and porcelain and is widely used in the making of paper, rubber, paint, drying agents, and many other products. It has a role as an excipient and an antidiarrhoeal drug. It contains a kaolinite. O.O.O=[Al]O[Si](=O)O[Si](=O)O[Al]=O